COC=1C=C(C=CC1C=1C=NN(C1)C)NC=1N=C(C2=C(N1)NC=C2C#N)NC2CCOCC2 2-((3-methoxy-4-(1-methyl-1H-pyrazol-4-yl)phenyl)amino)-4-((tetrahydro-2H-pyran-4-yl)amino)-7H-pyrrolo[2,3-d]pyrimidine-5-carbonitrile